4-[5-(methoxycarbonyl)pyridin-3-yl]Piperazine-1-carboxylic acid tert-butyl ester C(C)(C)(C)OC(=O)N1CCN(CC1)C=1C=NC=C(C1)C(=O)OC